5-(3-(2,2-difluoroethyl)-2-methyl-3H-imidazo[4,5-b]pyridin-5-yl)-N2-((1s,4s)-4-(difluoromethoxy)cyclohexyl)-N4-methyl-7H-pyrrolo[2,3-d]pyrimidine-2,4-diamine FC(CN1C(=NC=2C1=NC(=CC2)C2=CNC=1N=C(N=C(C12)NC)NC1CCC(CC1)OC(F)F)C)F